5-bromo-2-(1,3-dihydropyrrolo[3,4-c]pyridin-2-yl)oxazolo[4,5-b]pyrazine BrC1=CN=C2C(=N1)N=C(O2)N2CC=1C=NC=CC1C2